6,6-Difluoro-4-azaspiro[2.5]octane FC1(CNC2(CC2)CC1)F